N,N-bis-(β-hydroxyethyl)para-phenylenediamine OCCN(C1=CC=C(C=C1)N)CCO